rac-5-[4-Amino-2-(N-(2-amino-1-methyl-2-oxoethyl)-4-fluoroanilino)thiazol-5-carbonyl]-N-isopropyl-isoxazol-3-carboxamid NC=1N=C(SC1C(=O)C1=CC(=NO1)C(=O)NC(C)C)N(C1=CC=C(C=C1)F)[C@@H](C(=O)N)C |r|